di-2-pyridyl ketone N1=C(C=CC=C1)C(=O)C1=NC=CC=C1